Dicyclohexyl-peroxydicarbonat C1(CCCCC1)OC(=O)OOC(=O)OC1CCCCC1